3,5-dinitrobenzyl methyl malonate C(CC(=O)OC)(=O)OCC1=CC(=CC(=C1)[N+](=O)[O-])[N+](=O)[O-]